FC1=NN2C(N=CC3=C2[C@@](C[C@H]3C(=O)NC=3C=NC(=C(C3)C)N3N=CC=N3)(C=3C=NN(C3)C)C)=C1 trans-2-fluoro-8-methyl-8-(1-methyl-1H-pyrazol-4-yl)-N-(5-methyl-6-(2H-1,2,3-triazol-2-yl)pyridin-3-yl)-7,8-dihydro-6H-cyclopenta[e]pyrazolo[1,5-a]pyrimidine-6-carboxamide